SC1CC(NC(C1)(C)C)(C)C 4-sulfanyl-2,2,6,6-tetramethylpiperidine